NC=1C(=C(C(=C(OP2(=NP=NP=N2)OC2=CC=CC=C2)C1)N)N)N tetraaminodiphenoxycyclotriphosphazene